P(=O)(OC=1C=CC2=C(C1)OC(C=1C2N2N(CC1)C(N(C2=O)C2=CC=C(C=C2)C(C)=O)=O)(C)C)([O-])[O-] 2-(4-acetylphenyl)-7,7-dimethyl-1,3-dioxo-2,3,5,12b-tetrahydro-1H,7H-chromeno[4,3-c][1,2,4]triazolo[1,2-a]pyridazin-10-yl phosphate